2-((5-(4-((4-bromo-2-(2,6-dioxopiperidin-3-yl)-1,3-dioxoisoindolin-5-yl)methyl)piperazin-1-yl)pyridin-2-yl)amino)-7-cyclopentyl-N,N-dimethyl-7H-pyrrolo[2,3-d]pyrimidine-6-carboxamide BrC1=C2C(N(C(C2=CC=C1CN1CCN(CC1)C=1C=CC(=NC1)NC=1N=CC2=C(N1)N(C(=C2)C(=O)N(C)C)C2CCCC2)=O)C2C(NC(CC2)=O)=O)=O